4-((4-(1-((5,6-bis(benzyloxy)pyrimidin-4-yl)methyl)-3-isopropyl-2-oxoimidazolidin-4-yl)phenyl)ethynyl)-N-(2-methoxyethyl)benzamide C(C1=CC=CC=C1)OC=1C(=NC=NC1OCC1=CC=CC=C1)CN1C(N(C(C1)C1=CC=C(C=C1)C#CC1=CC=C(C(=O)NCCOC)C=C1)C(C)C)=O